8-(1-(2,2-difluoroethyl)-1H-pyrazolo[3,4-b]pyrazin-6-yl)-2-(1-methyl-6-oxo-1,6-dihydropyridin-3-yl)-2,8-diazaspiro[4.5]decan-1-one FC(CN1N=CC=2C1=NC(=CN2)N2CCC1(CCN(C1=O)C1=CN(C(C=C1)=O)C)CC2)F